5-chloro-2-(4-aminophenyl)benzoxazole ClC=1C=CC2=C(N=C(O2)C2=CC=C(C=C2)N)C1